C(C)(C)(C)C1=NC(=NO1)C=1C=C(C=CC1)N(C(=O)C12CC(C1)(C2)F)CC21CCC(CC2)(CC1)C1=NN(C(=C1)C1CC1)C N-(3-(5-(tert-butyl)-1,2,4-oxadiazol-3-yl)phenyl)-N-((4-(5-cyclopropyl-1-methyl-1H-pyrazol-3-yl)bicyclo[2.2.2]octan-1-yl)methyl)-3-fluorobicyclo[1.1.1]pentane-1-carboxamide